tert-Butyl-(3S,4R)-4-phenyl-N-[4'-fluorobiphenyl-4-yl]pyrrolidine-3-carboxamide C(C)(C)(C)N1C[C@H]([C@@H](C1)C1=CC=CC=C1)C(=O)NC1=CC=C(C=C1)C1=CC=C(C=C1)F